1-(but-3-en-1-yloxy)-3-ethylbenzene C(CC=C)OC1=CC(=CC=C1)CC